N-[2-[2-[[1-[1-(2,6-dioxo-3-piperidyl)-3-methyl-2-oxo-benzimidazol-4-yl]-4-piperidyl]-methyl-amino]ethyl]-6-fluoro-indazol-5-yl]-6-(trifluoromethyl)pyridine-2-carboxamide O=C1NC(CCC1N1C(N(C2=C1C=CC=C2N2CCC(CC2)N(CCN2N=C1C=C(C(=CC1=C2)NC(=O)C2=NC(=CC=C2)C(F)(F)F)F)C)C)=O)=O